CC1C2C=CC(C1CC)C2 5-methyl-6-ethylnorbornene